ClC1=CC=C(C=N1)CC1C(N(CC1)C1=CC=C(C=C1)C1=CC=NC=C1)=O 3-((6-chloropyridin-3-yl)methyl)-1-(4-(pyridin-4-yl)phenyl)pyrrolidin-2-one